1-[4-[7-(3-cyclopropyl-5-hydroxy-phenyl)-2-(3-morpholinopropoxy)-6,8-dihydro-5H-pyrido[3,4-d]pyrimidin-4-yl]piperazin-1-yl]prop-2-en-1-one C1(CC1)C=1C=C(C=C(C1)O)N1CC=2N=C(N=C(C2CC1)N1CCN(CC1)C(C=C)=O)OCCCN1CCOCC1